3,6-dibutoxy-1,2-dicyanobenzene C(CCC)OC=1C(=C(C(=CC1)OCCCC)C#N)C#N